COC1=CC=C(C(=N1)C)C1=NC=C2NC(N(C2=N1)CC1=CC=C(C=C1)C=1N(C=C(N1)C(F)(F)F)C)=O 2-(6-methoxy-2-methylpyridin-3-yl)-9-(4-(1-methyl-4-(trifluoromethyl)-1H-imidazol-2-yl)benzyl)-7,9-dihydro-8H-purin-8-one